ClC1=CC(=C2C(=N1)N(C=N2)C[C@@H]2CC(N(C2)C)=O)N2CCOCC2 (S)-4-((5-chloro-7-morpholino-3H-imidazo[4,5-b]pyridin-3-yl)methyl)-1-methylpyrrolidin-2-one